1-(4-(bis(4-fluorophenyl)amino)piperidine-1-carbonyl)-1H-benzo[d][1,2,3]triazole-5-carbonitrile FC1=CC=C(C=C1)N(C1CCN(CC1)C(=O)N1N=NC2=C1C=CC(=C2)C#N)C2=CC=C(C=C2)F